6-[(1H-indol-6-yl)amino]-4-[(6-methylpyridin-3-yl)amino]pyridine-2-carbonitrile N1C=CC2=CC=C(C=C12)NC1=CC(=CC(=N1)C#N)NC=1C=NC(=CC1)C